(S)-5-(7-(2-aminoethyl)-1-fluoro-3-hydroxy-6,7,8,9-tetrahydro-5H-benzo[7]annulen-2-yl)-1,2,5-thiadiazolidin-3-one 1,1-dioxide NCC[C@H]1CCC2=C(CC1)C(=C(C(=C2)O)N2CC(NS2(=O)=O)=O)F